BrC1=CC2=C(NC(=N2)NC=2C=C(C(=O)NO)C=CC2)C=C1C(F)(F)F 3-((5-bromo-6-(trifluoromethyl)-1H-benzo[d]imidazol-2-yl)amino)-N-hydroxybenzamide